FC(C1=NN(C2=C1C=NC(=C2)CC(=O)N)C(C2=CC=CC=C2)(C2=CC=CC=C2)C2=CC=CC=C2)F (3-(difluoromethyl)-1-trityl-1H-pyrazolo[4,3-c]pyridin-6-yl)acetamide